2-(((6-(2-Chloro-3-(3-chloro-2-(isoindolin-5-yl)pyridin-4-yl)phenyl)-2-methoxypyridin-3-yl)methyl)amino)ethan-1-ol ClC1=C(C=CC=C1C1=C(C(=NC=C1)C=1C=C2CNCC2=CC1)Cl)C1=CC=C(C(=N1)OC)CNCCO